4,5,7-trichloro-8-fluoro-2-(methylthio)pyrido[4,3-d]pyrimidin ClC=1C2=C(N=C(N1)SC)C(=C(N=C2Cl)Cl)F